CC1(N=C(OC1)C1=NC2=C3N=CC=CC3=CC=C2C=C1)C 4,4-dimethyl-2-(1,10-phenanthroline-2-yl)-4,5-dihydrooxazole